CN(C1=NC=C(C=C1C)N)CCN1CCOCC1 N2,3-dimethyl-N2-[2-(morpholin-4-yl)ethyl]pyridine-2,5-diamine